N-(5-((4,5-dimethoxy-6-(1-methyl-1H-indol-3-yl)pyrimidin-2-yl)amino)-2-((2-(dimethylamino)ethyl)(ethyl)amino)-3-fluorophenyl)acetamide COC1=NC(=NC(=C1OC)C1=CN(C2=CC=CC=C12)C)NC=1C=C(C(=C(C1)NC(C)=O)N(CC)CCN(C)C)F